cis-5-cyclopropyl-1-[8-(trifluoromethyl)quinolin-5-yl]Piperidine-3-amine C1(CC1)[C@@H]1C[C@@H](CN(C1)C1=C2C=CC=NC2=C(C=C1)C(F)(F)F)N